6-((2S,4R)-1-(2-(3-Acetyl-5-(2-methylpyrimidin-5-yl)-1H-indazol-yl)acetyl)-4-fluoropyrrolidine-2-carboxamido)-N,N-dimethylpicolinamide C(C)(=O)C1=NN(C2=CC=C(C=C12)C=1C=NC(=NC1)C)CC(=O)N1[C@@H](C[C@H](C1)F)C(=O)NC1=CC=CC(=N1)C(=O)N(C)C